C(C)(C)C=1C(=NNC1C=1C=C(C=2N(C1)N=CN2)OC)C2=CC(=C(C=N2)C2CCC(CC2)NCC2(CC2)S(=O)(=O)C)C 4-(6-(4-isopropyl-5-(8-methoxy-[1,2,4]triazolo[1,5-a]pyridin-6-yl)-1H-pyrazol-3-yl)-4-methylpyridin-3-yl)-N-((1-(methylsulfonyl)cyclopropyl)methyl)cyclohexan-1-amine